6-fluoro-1-(4-fluoro-3-methylphenyl)-2-isopropyl-5-methoxy-1H-indole FC1=C(C=C2C=C(N(C2=C1)C1=CC(=C(C=C1)F)C)C(C)C)OC